FC=1C=C(C=CC1F)[C@H]1C[C@@H](CO1)C1=NOC(=N1)CN1C=NC=2N=CN(C2C1=O)C 1-((3-((3R,5R)-5-(3,4-difluorophenyl)tetra-hydrofuran-3-yl)-1,2,4-oxadiazol-5-yl)methyl)-7-methyl-1,7-dihydro-6H-purin-6-one